2,2,3,3-tetrafluoropropyl α-fluoroacrylate FC(C(=O)OCC(C(F)F)(F)F)=C